ClC=1C=C2C(=NC=NC2=CC1C1=C(C=CC=C1)CO)N1CCN(CC1)C(C=C)=O 1-(4-(6-chloro-7-(2-(hydroxy-methyl)phenyl)quinazolin-4-yl)piperazin-1-yl)prop-2-en-1-one